2-(4-((1-(2-(2,6-dioxopiperidin-3-yl)-1,3-dioxoisoindolin-5-yl)piperidin-4-yl)methyl)piperazin-1-yl)-5-isopropoxy-N-(pyrazolo[1,5-a]pyrimidin-3-yl)benzo[d]thiazole-6-carboxamide O=C1NC(CCC1N1C(C2=CC=C(C=C2C1=O)N1CCC(CC1)CN1CCN(CC1)C=1SC2=C(N1)C=C(C(=C2)C(=O)NC=2C=NN1C2N=CC=C1)OC(C)C)=O)=O